C1(CCC1)C(\C=C\N(C)C)=O (E)-1-cyclobutyl-3-(dimethylamino)prop-2-en-1-one